7-methyl-3-(pentafluoroethyl)-7H-imidazo[4,5-c]pyridazine CN1C=NC2=C1N=NC(=C2)C(C(F)(F)F)(F)F